1-(2-chloro-5-fluoropyridin-3-yl)ethanone ClC1=NC=C(C=C1C(C)=O)F